4H-benzo[e][1,2]oxazin-4-one O1N=CC(C2=C1C=CC=C2)=O